6-chloro-7-fluoro-5-iodo-1-methyl-1,3-benzodiazole ClC=1C(=CC2=C(N(C=N2)C)C1F)I